C1(CCCCC1)PC1=C(C=CC=C1)C1=C(C(=CC=C1C(C)C)C(C)C)C(C)C 2-cyclohexylphosphino-2',3',6'-triisopropyl-biphenyl